Rac-(2s,3r,4s)-3-azido-2-[(3-chloro-2-fluorophenyl)methyl]-4-fluoropyrrolidine-1-carboxylic acid benzyl ester C(C1=CC=CC=C1)OC(=O)N1[C@H]([C@H]([C@H](C1)F)N=[N+]=[N-])CC1=C(C(=CC=C1)Cl)F |r|